rubidium chloride salt [Cl-].[Rb+]